N-cyclopropyl-N-(1,2-oxazol-3-ylmethyl)piperidin-4-amine hydrochloride salt Cl.C1(CC1)N(C1CCNCC1)CC1=NOC=C1